CC1=NC=C(C=C1C(=O)OCC)OC[C@H](C)NS(=O)(=O)C(F)(F)F ethyl 2-methyl-5-[(2S)-2-(trifluoromethylsulfonylamino)propoxy]pyridine-3-carboxylate